CC(C)(CO)[C@H](C(=O)NCCC(=O)NCCS)O The molecule is an amide obtained by formal condensation of the carboxy group of pantothenic acid and the maino group of cysteamine. It has a role as a metabolite, a human metabolite and a mouse metabolite. It is a thiol and a member of pantetheines.